4'-fluoro-N-((1s,3r,5R,7S)-3-((2-(5-fluoroisoindolin-2-yl)-2-oxoethyl)amino)adamantan-1-yl)-[1,1'-biphenyl]-4-carboxamide FC1=CC=C(C=C1)C1=CC=C(C=C1)C(=O)NC12CC3(C[C@@H](C[C@H](C1)C3)C2)NCC(=O)N2CC3=CC=C(C=C3C2)F